1-butenyl-7-methyl-indole C(=CCC)N1C=CC2=CC=CC(=C12)C